(RS)-tert-Butyl 5-bromo-4-fluoro-3,4-dihydroisoquinoline-2(1H)-carboxylate BrC1=C2[C@H](CN(CC2=CC=C1)C(=O)OC(C)(C)C)F |r|